(Z,E)-8,10-dodecadienal C(CCCCCC\C=C/C=C/C)=O